2-[4-(4-chlorophenoxy)-2-(4-chlorophenoxy)phenyl]-1-(1,2,4-triazol-1-yl)butan-ol ClC1=CC=C(OC2=CC(=C(C=C2)C(C(O)N2N=CN=C2)CC)OC2=CC=C(C=C2)Cl)C=C1